5-(2-(ethyl-(isopropyl)carbamoyl)-4-fluorophenoxy)-pyrimidine 1-oxide C(C)N(C(=O)C1=C(OC=2C=NC=[N+](C2)[O-])C=CC(=C1)F)C(C)C